N-[5-[[2-(3,3-dimethylazetidin-1-yl)acetyl]amino]-2-methyl-3-pyridyl]-6-[2-(hydroxymethyl)-3-thienyl]triazolo[1,5-a]pyridine-3-carboxamide CC1(CN(C1)CC(=O)NC=1C=C(C(=NC1)C)NC(=O)C=1N=NN2C1C=CC(=C2)C2=C(SC=C2)CO)C